OC1=CC=C(C=C1)B(O)O 4-hydroxybenzeneboronic acid